Cl.N[C@H](C(=O)NC1=NC(=C(C=C1)C=1C(=NN(C1C)COCC[Si](C)(C)C)C)Cl)C(C1CCCCC1)C1CCCCC1 (2S)-2-amino-N-[6-chloro-5-[3,5-dimethyl-1-(2-trimethylsilylethoxymethyl)pyrazol-4-yl]-2-pyridinyl]-3,3-dicyclohexyl-propanamide hydrochloride